C(C1=CC=CC=C1)OCCN1C(=NC(=C1\C=N\[S@@](=O)C(C)(C)C)C=1C(=NC=CC1)C(C)C)C (S)-N-[(1E)-[1-[2-(benzyloxy)ethyl]-2-methyl-4-[2-(propan-2-yl)pyridin-3-yl]-1H-imidazol-5-yl]methylidene]-2-methylpropane-2-sulfinamide